C(CCC)C1(OC(C=2C=CCCC12)=O)O 3-butyl-3-hydroxy-4,5-dihydroisobenzofuran-1(3H)-one